FC=1C(C(=C(C(C1O)=O)F)O)=O 2,5-difluoro-3,6-dihydroxyl-p-benzoquinone